4,6-diphenylpyrimidine-1-oxide C1(=CC=CC=C1)C1=NC=[N+](C(=C1)C1=CC=CC=C1)[O-]